5-fluoro-4,7-bis(5-trimethylstannyl-thienyl)-benzoxadiazole FC=1C=C(C2=C(N=NO2)C1C=1SC(=CC1)[Sn](C)(C)C)C=1SC(=CC1)[Sn](C)(C)C